N-[(1s,4s)-4-{[6-chloro-2-(trifluoromethyl)quinolin-4-yl]amino}cyclohexyl]-1,2,3,4-tetrahydroisoquinoline-7-carboxamide ClC=1C=C2C(=CC(=NC2=CC1)C(F)(F)F)NC1CCC(CC1)NC(=O)C1=CC=C2CCNCC2=C1